CCCC=CC=CCC=CCCCCCCCC octadeca-4,6,9-triene